ClC1=C(C=C(C=C1)F)C1NC(C2=C1C(=CC1=C(N(N=C21)C)C2=CC(CC2)=O)NC(C2=CC(=CC(=C2)C(F)(F)F)F)=O)=O N-(6-(2-chloro-5-fluorophenyl)-2-methyl-8-oxo-3-(3-oxocyclopent-1-en-1-yl)-2,6,7,8-tetrahydropyrrolo[3,4-g]indazol-5-yl)-3-fluoro-5-(trifluoromethyl)benzamide